(2S)-4,4-Difluoro-2-(4-fluorophenyl)-N-[4-(6-fluoro-3-phenyl-1H-pyrrolo[3,2-b]pyridin-2-yl)pyridin-2-yl]butanamid FC(C[C@H](C(=O)NC1=NC=CC(=C1)C1=C(C2=NC=C(C=C2N1)F)C1=CC=CC=C1)C1=CC=C(C=C1)F)F